tri-aminosilane N[SiH](N)N